1-methyl-2-oxo-2,3,4,5-tetrahydro-1H-1-benzazepine-5-carbonitrile CN1C(CCC(C2=C1C=CC=C2)C#N)=O